2,7-dimethyl-4h,9h-benzo(1,2-d:4,5-d')bis(1,3)-oxazine-4,9-dione CC=1OC(C=2C(N1)=CC1=C(N=C(OC1=O)C)C2)=O